ClC1=NC=C(C(=N1)NC1CCC2(CC2)CC1)C(=O)O 2-chloro-4-(spiro[2.5]oct-6-ylamino)pyrimidine-5-carboxylic acid